5-chloro-2-(4,4-difluoroazepan-1-yl)-N-(2-((dimethyl(oxo)-λ6-sulfaneylidene)amino)pyridin-4-yl)-4-(trifluoromethyl)benzamide ClC=1C(=CC(=C(C(=O)NC2=CC(=NC=C2)N=S(=O)(C)C)C1)N1CCC(CCC1)(F)F)C(F)(F)F